tert-butyl 4-[2-[4-[2-(6-methyl-7-oxo-1H-pyrrolo[2,3-c]pyridin-4-yl)-4-nitro-phenoxy] phenyl] ethyl]piperidine-1-carboxylate CN1C(C2=C(C(=C1)C1=C(OC3=CC=C(C=C3)CCC3CCN(CC3)C(=O)OC(C)(C)C)C=CC(=C1)[N+](=O)[O-])C=CN2)=O